CN1CCN2N=CC(NC3=NC=C4C=C(C(N(CCC1)C4=N3)=O)N3CCNC4=C(C=CC=C34)C)=C2 9-methyl-15-(5-methyl-3,4-dihydro-2H-quinoxalin-1-yl)-2,5,6,9,13,19,20-heptazatetracyclo[11.6.2.13,6.017,21]docosa-1(19),3(22),4,15,17,20-hexaen-14-one